(2S,4R)-N-(1-cyanocyclopropyl)-4-(4-(3-(trifluoromethyl)-1H-pyrazol-1-yl)phenylsulfonyl)-1-(1-(trifluoromethyl)cyclopropanecarbonyl)pyrrolidine-2-carboxamide C(#N)C1(CC1)NC(=O)[C@H]1N(C[C@@H](C1)S(=O)(=O)C1=CC=C(C=C1)N1N=C(C=C1)C(F)(F)F)C(=O)C1(CC1)C(F)(F)F